4-(1-(2,6-dioxopiperidin-3-yl)-4,6-difluoroindolin-5-yl)piperidine-1-carboxylate O=C1NC(CCC1N1CCC2=C(C(=C(C=C12)F)C1CCN(CC1)C(=O)[O-])F)=O